[BrH2+] bromonium